3-(3-Methylpyridazin-4-yl)-3-oxopropanenitrile CC=1N=NC=CC1C(CC#N)=O